C(C(C)C)(=O)NC=1C=CC(=C(C(=O)NCC2=CC(=CC=C2)C=2SC=CN2)C1)CCC 5-isobutyramido-2-propyl-N-(3-(thiazol-2-yl)benzyl)benzamide